6-bromo-3-(trifluoromethyl)-1H-pyrido[2,3-b][1,4]oxazin-2-one BrC=1C=CC2=C(OC(C(N2)=O)C(F)(F)F)N1